FC1=CC=C(C=C1)[C@@H]1N(CCC2=CC=CC=C12)C(=O)N[C@H]1C[C@H](C1)CNC([O-])=O ((cis-3-((S)-1-(4-fluorophenyl)-1,2,3,4-tetrahydroisoquinoline-2-carboxamido)cyclobutyl)methyl)carbamate